C(C1=CC=CC=C1)OC(=O)N(C1=CC(=C(C=C1)C1=NN(C(=C1)C)C1CC2(CN(C2)C(=O)OCCCC)C1)F)CCOC butyl 6-(3-(4-(((benzyloxy)carbonyl)(2-methoxyethyl)amino)-2-fluorophenyl)-5-methyl-1H-pyrazol-1-yl)-2-azaspiro[3.3]heptane-2-carboxylate